trihydroxyphenyl-(gallic acid) OC1=C(C(=C(C=C1)C1=C(C(=O)O)C=C(C(=C1O)O)O)O)O